C(C)OC([C@@H](C[C@@H](CC1=CC=C(C=C1)C1=CC=CC=C1)NC(=O)OC(C)(C)C)C)=O (2R,4S)-5-([1,1'-biphenyl]-4-yl)-4-((tert-butoxycarbonyl)amino)-2-methylpentanoic acid ethyl ester